7-(trifluoromethyl)-1-({5-[5-(trifluoromethyl)-1,2,4-oxadiazol-3-yl]pyridin-2-yl}methyl)quinolin-2(1H)-one FC(C1=CC=C2C=CC(N(C2=C1)CC1=NC=C(C=C1)C1=NOC(=N1)C(F)(F)F)=O)(F)F